C(C)C=1C=C(OC2=CC=C(C=C2)C2=CC=CN3C2=NS(CC3)(=O)=O)C=CC1 9-[4-(3-ethylphenoxy)phenyl]-3,4-dihydropyrido[2,1-c][1,2,4]thiadiazine 2,2-dioxide